C(=O)OC(C(=O)OCC)(C)C ethyl 2-(formyloxy)-2-methylpropionate